CS(=O)(=O)C1CCC(CC1)NC=1N=CC2=C(N1)N(C(C=C2)=O)[C@@H]2C1(CC1)CCC2 2-(((1s,4R)-4-(methylsulfonyl)cyclohexyl)amino)-8-((S)-spiro[2.4]heptan-4-yl)pyrido[2,3-d]pyrimidin-7(8H)-one